CN(C1(CCC1)CNC)C N,N-dimethyl-1-((methylamino)methyl)cyclobutan-1-amine